CC1=CC=C(C=C1)S(=O)(=O)OC=1C=C2C=CC(=CC2=CC1)C(=O)OCC ethyl 6-(p-toluenesulfonyloxy)-2-naphthoate